OCC(C)(C)OC=1C=C(C=CC1C)C(CCC1=C(N=C(S1)C1=CC=C(C=C1)C(F)(F)F)C(C)C)=O 1-(3-((1-hydroxy-2-methylpropan-2-yl)oxy)-4-methylphenyl)-3-(4-isopropyl-2-(4-(trifluoromethyl)phenyl)thiazol-5-yl)propan-1-one